COC1=C(CNC(=O)C2(COC3=C(C(N2CCOC)=O)OC2=C3C=CC(=C2)C(=O)OC(C)(C)C)C)C=CC=C1 tert-butyl 3-((2-methoxybenzyl)carbamoyl)-4-(2-methoxyethyl)-3-methyl-5-oxo-2,3,4,5-tetrahydrobenzofuro[2,3-f][1,4]oxazepine-8-carboxylate